(1R,2S,4R)-2'-isopropyl-1,7,7-trimethyl-spiro[bicyclo[2.2.1]heptane-2,4'-[1,3]dioxane] C(C)(C)C1OCC[C@]2(O1)[C@@]1(CC[C@H](C2)C1(C)C)C